CC1NC(C=2C=3CCC4=CN=CC=C4C3NC2C1)=O 14-methyl-5,13,17-triazatetracyclo[8.7.0.02,7.011,16]heptadeca-1(10),2,4,6,11(16)-pentaen-12-one